N-methyl-1,1-dioxo-N-{(1S)-2,2,2-trifluoro-1-[4-({2-methyl-7-[(1R)-2,2,2-trifluoro-1-methoxyethyl][1,3]thiazolo[5,4-b]pyridin-6-yl}amino)phenyl]ethyl}-1λ6-thiane-4-carboxamide CN(C(=O)C1CCS(CC1)(=O)=O)[C@H](C(F)(F)F)C1=CC=C(C=C1)NC=1C(=C2C(=NC1)SC(=N2)C)[C@H](C(F)(F)F)OC